(1R,5S)-3-(5-Acetyl-3-fluoro-4-methylpyridin-2-yl)-3-azabicyclo[3.1.0]hexan-2-one C(C)(=O)C=1C(=C(C(=NC1)N1C([C@@H]2C[C@@H]2C1)=O)F)C